C(C)(=S)OC(C1=CC(=C(C(=C1)C(C)(C)C)O)C(C)(C)C)CCCCCCCCCCCCC tridecyl-3,5-di-t-butyl-4-hydroxybenzyl thioacetate